4-(2-chloro-4-fluorophenoxy(piperidine-1-sulfonyl)phenyl)-1-(pyridin-3-ylmethyl)urea ClC1=C(OC=2C(=C(C=CC2)C2=C(C=NC=C2)CNC(=O)N)S(=O)(=O)N2CCCCC2)C=CC(=C1)F